NC1=C(C(=NC(=N1)C1=CC(=C(C=C1)[Si](C)(C)C)F)C(=O)OC)OC methyl 6-amino-2-(3-fluoro-4-(trimethylsilyl) phenyl)-5-methoxypyrimidine-4-carboxylate